3-((6-(benzyloxy)-3-bromoquinolin-5-yl)oxy)propan-1-ol C(C1=CC=CC=C1)OC=1C(=C2C=C(C=NC2=CC1)Br)OCCCO